OCCOC1=C(C=O)C=CC=C1 2-(2-Hydroxy-ethoxy)benzaldehyd